ClC1=NC=C(C(=C1)C1=C(C=NC(=C1)C)C(=O)NC=1SC(=NN1)OCC12CC(C1)(C2)F)OC 2'-chloro-N-(5-((3-fluorobicyclo(1.1.1)pentan-1-yl)methoxy)-1,3,4-thiadiazol-2-yl)-5'-methoxy-6-methyl-(4,4'-bipyridine)-3-carboxamide